4-(3'-cyclopropylmethoxy-3,5-difluoro-biphenyl-4-yloxy)-butyric acid ethyl ester C(C)OC(CCCOC1=C(C=C(C=C1F)C1=CC(=CC=C1)OCC1CC1)F)=O